ClC=1C=CC(=C(C1)N1N=C(C=2C=NC=3C=CC(=CC3C21)OC)C2=CC(=CC=C2)OC)C 1-(5-chloro-2-methylphenyl)-8-methoxy-3-(3-methoxyphenyl)-1H-pyrazolo[4,3-c]quinoline